O=C1OCCN1P(=O)(Cl)Cl (2-oxo-3-oxazolidinyl)-phosphoryl chloride